3,4-dichlorophenyl 2,4,6-tri-O-acetyl-3-deoxy-3-[4-(3-thienyl)-1H-1,2,3-triazol-1-yl]-1-thio-α-D-galactopyranoside C(C)(=O)O[C@H]1[C@@H](SC2=CC(=C(C=C2)Cl)Cl)O[C@@H]([C@@H]([C@@H]1N1N=NC(=C1)C1=CSC=C1)OC(C)=O)COC(C)=O